N1=C(C=CC=C1)SSC1C(CCCCC1)O 2-(2-pyridyldisulfanyl)cycloheptan-1-ol